N-(3-chloro-5-methylbenzyl)-2-(2,5-dimethoxy-3-methylphenyl)propan-2-amine ClC=1C=C(CNC(C)(C)C2=C(C(=CC(=C2)OC)C)OC)C=C(C1)C